(R)-3-hydroxy-1-methyl-3-(3-(3-(3-methylimidazo[1,5-a]pyridin-7-yl)phenyl)isoxazol-5-yl)pyrrolidin-2-one O[C@@]1(C(N(CC1)C)=O)C1=CC(=NO1)C1=CC(=CC=C1)C1=CC=2N(C=C1)C(=NC2)C